6-(4-aminophenyl)-1-(2,6-difluorobenzyl)-5-((dimethylamino)methyl)-3-(6-(oxetan-3-yloxy)pyridazin-3-yl)thieno[2,3-d]pyrimidine-2,4(1h,3h)-dione NC1=CC=C(C=C1)C1=C(C2=C(N(C(N(C2=O)C=2N=NC(=CC2)OC2COC2)=O)CC2=C(C=CC=C2F)F)S1)CN(C)C